(1-((2-hydroxynaphthalen-1-yl)methyl)naphthalen-2-yl)methanesulfonamide OC1=C(C2=CC=CC=C2C=C1)CC1=C(C=CC2=CC=CC=C12)CS(=O)(=O)N